ethyl-N-phenylformamide-13C C(C)N([13CH]=O)C1=CC=CC=C1